Cl.C(C=C)NCCCNCC=C 1,3-Bis(allylamino)propane hydrochloride